(S)-2-(2-methyl-1,2,3,6-tetrahydropyridin-4-yl)-6,7-dihydro-4H-pyrazolo[5,1-c][1,4]oxazine C[C@@H]1NCC=C(C1)C1=NN2C(COCC2)=C1